C(C)(C)(C)OC(=O)N(C1CCN(CC1)C1=C2C=CNC2=C(C=C1)C(=O)OC)CC methyl 4-[4-[tert-butoxycarbonyl(ethyl)amino]-1-piperidyl]-1H-indole-7-carboxylate